CNC(=O)C1=CC=C(C=C1)N(C(OC(C)(C)C)=O)CC#C tert-butyl N-[4-(methylcarbamoyl)phenyl]-N-prop-2-ynyl-carbamate